4-((4-((3aR,6aS)-5-(cyclopropanecarbonyl)-3a,6a-dimethylhexahydropyrrolo[3,4-c]pyrrole-2(1H)-yl)pyrimidine-2-yl)amino)benzoic acid C1(CC1)C(=O)N1C[C@]2([C@@](C1)(CN(C2)C2=NC(=NC=C2)NC2=CC=C(C(=O)O)C=C2)C)C